ethyl 4-(5-(3-((2-(4-ethoxy-4-oxobutanoyl)-4-fluoro-6-methoxybenzo[b]thiophen-5-yl) oxy) propoxy)-6-methoxyisoindolin-2-yl)-4-oxobutanoate C(C)OC(CCC(=O)C1=CC2=C(S1)C=C(C(=C2F)OCCCOC=2C=C1CN(CC1=CC2OC)C(CCC(=O)OCC)=O)OC)=O